4,8-diphenyl-1,5-diazabicyclooctane-2,3,6,7-tetracarboxylic acid C1(=CC=CC=C1)C1C(C(N(C(C(C(N1)C(=O)O)C(=O)O)C1=CC=CC=C1)C1CCCCCCC1)C(=O)O)C(=O)O